3-(7-chloro-5-fluoro-4-oxo-1,4-dihydroquinolin-2-yl)-4-(methylthio)-benzonitrile ClC1=CC(=C2C(C=C(NC2=C1)C=1C=C(C#N)C=CC1SC)=O)F